(4-(((1-((2,4-dimethoxybenzyl)amino)isoquinolin-5-yl)amino)methyl)-2-oxabicyclo[2.1.1]hexan-1-yl)methanol COC1=C(CNC2=NC=CC3=C(C=CC=C23)NCC23COC(C2)(C3)CO)C=CC(=C1)OC